5-bromo-3-(2-(2-ethoxy-2-oxoethyl)-3-methylphenoxy)-2,3-dihydrospiro[indene-1,4'-piperidin]-1'-carboxylate BrC=1C=C2C(CC3(CCN(CC3)C(=O)[O-])C2=CC1)OC1=C(C(=CC=C1)C)CC(=O)OCC